C1=CC=CC=2[SiH2]C3=C(C21)C=CC=C3 5H-dibenzo[b,d]silole